3-{[5-(trifluoromethyl)pyridin-2-yl]oxy}cyclobutane-1-carboxylic acid FC(C=1C=CC(=NC1)OC1CC(C1)C(=O)O)(F)F